2-[4-[3-(4-Methoxyphenyl)prop-2-enoyl]phenoxy]acetic acid COC1=CC=C(C=C1)C=CC(=O)C1=CC=C(OCC(=O)O)C=C1